C1N(CCC2=CC=CC=C12)C1CN(CC1O)C1=NC=CC=N1 2-(3-(3,4-dihydroisoquinolin-2(1H)-yl)-4-hydroxypyrrolidin-1-yl)pyrimidine